4-(4-(2-morpholinopyrimidin-5-yl)phenyl)-N-(pyridin-3-yl)butanamide O1CCN(CC1)C1=NC=C(C=N1)C1=CC=C(C=C1)CCCC(=O)NC=1C=NC=CC1